(R)-methyl 3-((2-((tert-butoxycarbonyl)imino)-4,4-dimethyl-6-oxotetrahydropyrimidin-1(2H)-yl)(phenyl)methyl)benzoate C(C)(C)(C)OC(=O)N=C1N(C(CC(N1)(C)C)=O)[C@@H](C=1C=C(C(=O)OC)C=CC1)C1=CC=CC=C1